C(C=C)(=O)N1CCN(CC1)C1(CCOCC1)C1=CC=C(C=C1)[C@H](C)NC=1N=CC2=C(N1)N(CC=C2)C(C)C 2-{[(1S)-1-{4-[4-(4-acryloylpiperazin-1-yl)tetrahydro-2H-pyran-4-yl]Phenyl}ethyl]Amino}-8-(prop-2-yl)pyrido[2,3-d]Pyrimidin